2-chloro-4,6-bis(octyloxy)-1,3,5-triazine ClC1=NC(=NC(=N1)OCCCCCCCC)OCCCCCCCC